CC=1SC2=C(C1C(=O)N[C@@H](C(=O)N)C)C=C(C=C2)OCC2=CN=C(S2)C (2R)-2-({2-methyl-5-[(2-methyl-1,3-thiazol-5-yl)methoxy]-1-benzothiophen-3-yl}formamido)propanamide